Cl.ClC=1C=C(C=CC1)C1=CC(=NO1)[C@@H](C)OC=1N(C(=NN1)C1=CC=NC=C1)C 4-[5-[(1R)-1-[5-(3-chlorophenyl)-3-isoxazolyl]ethoxy]-4-methyl-4H-1,2,4-triazol-3-yl]pyridine hydrochloride